N-(4-chloro-2-(((2S,3S)-6,6-difluoro-2-hydroxy-1-(methylamino)-1-oxoheptan-3-yl)carbamoyl)phenyl)-2-(trifluoromethyl)isonicotinamide ClC1=CC(=C(C=C1)NC(C1=CC(=NC=C1)C(F)(F)F)=O)C(N[C@H]([C@@H](C(=O)NC)O)CCC(C)(F)F)=O